OC1=C(NC=C1)C(=O)O 3-HYDROXY-1H-PYRROLE-2-CARBOXYLIC ACID